tert-Butyl (6R)-6-[4-(5-cyano-2-pyridyl)piperazine-1-carbonyl]-2,2-dimethyl-morpholine-4-carboxylate C(#N)C=1C=CC(=NC1)N1CCN(CC1)C(=O)[C@@H]1OC(CN(C1)C(=O)OC(C)(C)C)(C)C